C1(=CC=CC=C1)[SH-]P([O-])([O-])=SC1=CC=CC=C1.C1(CCCCC1)[NH3+].C1(CCCCC1)[NH3+].C1(CCCCC1)[NH3+] monocyclohexylammonium S,S'-diphenylphosphorodithioate